Isopropylthio-3-phenyl-1,2,4-thiadiazole C(C)(C)SC1=NC(=NS1)C1=CC=CC=C1